NCCC1=CCCCCCC1 (2-aminoethyl)-trans-cyclooctene